ethyl 7-chloro-5-hydroxyimidazo[1,2-c]pyrimidine-2-carboxylate ClC1=CC=2N(C(=N1)O)C=C(N2)C(=O)OCC